ClC1=C(C(=O)P(C2=C(C=CC(=C2)C)C)(C(C2=C(C=CC=C2Cl)Cl)=O)=O)C(=CC=C1)Cl Bis(2,6-dichlorobenzoyl)-2,5-dimethylphenylphosphin oxid